methyl 2-{2-[(tert-butoxycarbonyl) amino] pyrimidin-4-yl}-4-oxo-1h,5h,6h,7h-pyrrolo[3,2-c]pyridine-6-carboxylate C(C)(C)(C)OC(=O)NC1=NC=CC(=N1)C1=CC=2C(NC(CC2N1)C(=O)OC)=O